ClC=1C=C(C=CC1N1CCN(CC1)C)NC=1N=CC2=C(N1)N(C(C(=C2C)C2=C(C=CC=C2)Cl)=O)[C@@H]2CN(CCC2)C(CC)=O (S)-2-((3-chloro-4-(4-methylpiperazin-1-yl)phenyl)amino)-6-(2-chlorophenyl)-5-methyl-8-(1-propionylpiperidin-3-yl)pyrido[2,3-d]pyrimidin-7(8H)-one